N-(6-((dimethylamino)methyl)quinolin-2-yl)-5-methyl-1-(o-tolyl)-1H-1,2,3-triazole-4-carboxamide CN(C)CC=1C=C2C=CC(=NC2=CC1)NC(=O)C=1N=NN(C1C)C1=C(C=CC=C1)C